C(=O)C1=C(OCC=2C=C(N(N2)C)C(=O)OC)C=CC=C1OCC1=CC=C(C=C1)OC methyl 5-{2-formyl-3-[(4-methoxyphenyl)methoxy]phenoxymethyl}-2-methylpyrazole-3-carboxylate